C1=CC=CC=2C3=CC=CC=C3N(C12)C1=C(C=CC=C1)C1=CC=CC=C1 2-(9-carbazolyl)biphenyl